FC1(CC12CN(CC2)C2=C(C=CC=N2)F)F 6-(1,1-difluoro-5-azaspiro[2.4]heptan-5-yl)-5-fluoropyridin